C(C)(C)(C)OC(=O)N1[C@@H](COCCC1)C1=C(C=C(C=C1)C(=O)OC)Cl |r| (+-)-3-(2-chloro-4-(methoxycarbonyl)phenyl)-1,4-oxazepan-4-carboxylic acid tert-butyl ester